C(C=C)(=O)N1C[C@@H]2COC3=C(C(N2CC1)=O)C(=NC(=C3Cl)C3=C(C=CC=C3O)F)N3C(C[C@@H](C3)O)(C)C (6aR)-8-acryloyl-4-chloro-3-(2-fluoro-6-hydroxyphenyl)-1-((S)-4-hydroxy-2,2-dimethylpyrrolidin-1-yl)-6,6a,7,8,9,10-hexahydro-12H-pyrazino[2,1-c]pyrido[3,4-f][1,4]oxazepin-12-one